6-amino-5-chloro-2-(4-chloro-2-fluoro-3-methoxy-phenyl)pyrimidine-4-carboxylic acid NC1=C(C(=NC(=N1)C1=C(C(=C(C=C1)Cl)OC)F)C(=O)O)Cl